CC1=C(C=CC(=C1)C(F)(F)F)NC(CN1C=2N(C(C3=C1COC31CCNCC1)=O)N=C(N2)N2CCOCC2)=O N-(2-methyl-4-(trifluoromethyl)phenyl)-2-(2-morpholino-8-oxo-5,8-dihydro-4H-spiro[furo[3,4-d][1,2,4]triazolo[1,5-a]pyrimidine-7,4'-piperidin]-4-yl)acetamide